FC(C(=O)O)(F)F.N(C(=N)N)CC1=CC=C(C=C1)NC(=O)C=1C=NC(=NC1)C=1CCN(CC1)C(N)=N 2-(1-carbamimidoyl-1,2,3,6-tetrahydro-pyridin-4-yl)-pyrimidine-5-carboxylic acid (4-guanidinomethyl-phenyl)-amide trifluoroacetate